4-cyclopropyl-2-((2-methoxy-4-((4-morpholino-piperidin-1-yl)sulfonyl)phenyl)amino)-7H-pyrrolo[2,3-d]pyrimidine-5-carbonitrile C1(CC1)C=1C2=C(N=C(N1)NC1=C(C=C(C=C1)S(=O)(=O)N1CCC(CC1)N1CCOCC1)OC)NC=C2C#N